FC1=CC=CC=2C=3N(C(=NC12)N[C@H]1C(NCCCC1)=O)N=C(N3)C3=CC(=CC=C3)F (3R)-3-{[7-fluoro-2-(3-fluorophenyl)[1,2,4]triazolo[1,5-c]quinazolin-5-yl]amino}azepan-2-one